[Br-].O=C1N(C(C2=CC=CC=C12)=O)CCCCCCCCCC[P+](C1=CC=CC=C1)(C1=CC=CC=C1)C1=CC=CC=C1 [10-(1,3-dioxo-2,3-dihydro-1H-isoindol-2-yl)decyl]triphenylphosphonium bromide